1-(4-((4-(((adamantan-1-yl)amino)methyl)benzyl)amino)phenyl)dihydropyrimidine-2,4(1H,3H)-dione C12(CC3CC(CC(C1)C3)C2)NCC2=CC=C(CNC3=CC=C(C=C3)N3C(NC(CC3)=O)=O)C=C2